C(C)(=O)C1=CC=C(C(=C1C1=CC(N(C=C1OC)C(C(=O)NC1=CC=C(C(=O)O)C=C1)CC1CCC1)=O)F)Cl 4-(2-(4-(6-acetyl-3-chloro-2-fluorophenyl)-5-methoxy-2-oxopyridin-1(2H)-yl)-3-cyclobutylpropionylamino)benzoic acid